2,2-diethyl-6-(5-(2-methoxyphenyl)-1,3,4-oxadiazol-2-yl)chroman-4-one C(C)C1(OC2=CC=C(C=C2C(C1)=O)C=1OC(=NN1)C1=C(C=CC=C1)OC)CC